tert-butyl N-{[(tert-butoxycarbonyl)amino] ({[(1S,3S)-3-({[5-(4-cyano-3-fluorophenyl)-1-[4-(4-methylpiperazin-1-yl)phenyl]pyrazol-3-yl]amino}methyl)cyclohexyl]imino})methyl}carbamate C(C)(C)(C)OC(=O)NC(NC(OC(C)(C)C)=O)=N[C@@H]1C[C@H](CCC1)CNC1=NN(C(=C1)C1=CC(=C(C=C1)C#N)F)C1=CC=C(C=C1)N1CCN(CC1)C